COC1=CC=C(CN(C2=CC=C(C=C2)NS(=O)(=O)C2CCCCC2)C)C=C1 N-(4-((4-Methoxybenzyl)(methyl)amino)phenyl)cyclohexansulfonamid